FC1=CC=C(C=C1)C1=CC=C(C=C1)CC1=CC=C(N)C=C1 4-((4'-fluoro-[1,1'-biphenyl]-4-yl)methyl)aniline